tert-butyl 7-methoxy-5,6-dimethyl-3,4-dihydro-1H-pyrido[4,3-b]carbazole-2(6H)-carboxylate COC1=CC=CC=2C=3C=C4C(=C(C3N(C12)C)C)CCN(C4)C(=O)OC(C)(C)C